ClC=1C(=CC2=CN(N=C2C1)CC1(CC1)C#N)/N=C\1/N(C(N(C(N1)=O)CC1=NN(C=N1)C)=O)CC1=C(C=C(C(=C1)F)F)F (E)-1-((6-chloro-5-((5-((1-methyl-1H-1,2,4-triazol-3-yl)methyl)-4,6-dioxo-1-(2,4,5-trifluorobenzyl)-1,3,5-triazin-2-ylidene)amino)-2H-indazol-2-yl)methyl)cyclopropane-1-carbonitrile